CC=1C=NC=C(C1C#CC=1C=NC=CC1SC(C(=O)O)(C)C)C 2-((3-(3,5-dimethylpyridin-4-ylethynyl)pyridin-4-yl)mercapto)-2-methylpropanoic acid